C(C=C)(=O)O.C(C=C)(=O)O.S(CCO)CCO thiodiethanol diacrylate